C(C)NC(=O)N1CC2(CCN3N=C(C=C32)C=3C=C2C(=NC3)NC=C2CC)C1 N-ethyl-2'-(3-ethyl-1H-pyrrolo[2,3-b]pyridin-5-yl)-5',6'-dihydrospiro[azetidine-3,4'-pyrrolo[1,2-b]pyrazole]-1-carboxamide